2-cyanoethyl 4-(4-cyano-2-methoxyphenyl)-5-hydroxy-2,8-dimethyl-1,4-dihydro-1,6-naphthyridine-3-carboxylate C(#N)C1=CC(=C(C=C1)C1C(=C(NC2=C(C=NC(=C12)O)C)C)C(=O)OCCC#N)OC